ClC=1C=C2C(=NC1I)N=C(N2COCC[Si](C)(C)C)C2OCCOC2 2-[6-chloro-5-iodo-1-(2-trimethylsilylethoxymethyl)imidazo[4,5-b]Pyridin-2-yl]Dioxane